4-(4-(benzofuran-3-yl)furan-2-yl)-4-oxobutanoic acid methyl ester COC(CCC(=O)C=1OC=C(C1)C1=COC2=C1C=CC=C2)=O